C(C1=CC=CC=C1)C1CC=CCC[C@@](C2=NN=C(C=3C(=CC(=C(N1)N3)C(F)(F)F)[N+](=O)[O-])O2)(C(F)(F)F)OCC2=CC=CC=C2 (6R)-12-Benzyl-6-benzyloxy-17-nitro-6,15-bis(trifluoromethyl)-19-oxa-3,4,13,18-tetrazatricyclo[12.3.1.12,5]nonadeca-1(18),2,4,9,14,16-hexaene